hexa-1,5-diyne C#CCCC#C